NC=1C(=CC=2OCC[C@H]3N(C2N1)CCNC3)Br (R)-2-amino-3-bromo-6,7,7a,8,10,11-hexahydro-9H-pyrazino[1,2-d]pyrido[3,2-b][1,4]oxazepin